4-(4-(piperidin-4-ylmethyl)benzyl)morpholine N1CCC(CC1)CC1=CC=C(CN2CCOCC2)C=C1